Cl.C(N1CC(OCC1)C(=O)N)([2H])([2H])[2H] (4-(methyl-d3)morpholin-2-yl)carboxamide hydrochloride